N-(6-(1-methyl-1H-pyrazol-4-yl)isoquinolin-3-yl)-1-((1-(trifluoromethyl)cyclopropyl)methyl)piperidine-4-carboxamide CN1N=CC(=C1)C=1C=C2C=C(N=CC2=CC1)NC(=O)C1CCN(CC1)CC1(CC1)C(F)(F)F